FC1(CCN(CC1)C1=NC=C(C=C1B(O)O)C(F)(F)F)F [2-(4,4-difluoro-1-piperidyl)-5-(trifluoromethyl)-3-pyridyl]boronic Acid